(1-(6-chloro-1-(pyridin-3-yl)-1H-indazol-3-yl)ethyl)-3-phenyl-1H-pyrazolo[3,4-d]pyrimidin-4-amine ClC1=CC=C2C(=NN(C2=C1)C=1C=NC=CC1)C(C)N1N=C(C=2C1=NC=NC2N)C2=CC=CC=C2